(4S,7R)-4-(3-hydroxyphenyl)-7-(4-methoxyphenyl)-2-methyl-5-oxo-1,4,5,6,7,8-hexahydro-3-quinolinecarboxylic acid methyl ester COC(=O)C1=C(NC=2C[C@H](CC(C2[C@@H]1C1=CC(=CC=C1)O)=O)C1=CC=C(C=C1)OC)C